6-methoxy-N-methylpyridineamide COC1=CC=CC(=N1)C(=O)NC